Cl.C(#N)C1=C(C=CC(=C1OC=1C=C2C(N(C=NC2=CC1)C1CCNCC1)=O)F)NS(=O)(=O)N1C[C@@H](CC1)F (3R)-N-[2-cyano-4-fluoro-3-[4-oxo-3-(4-piperidyl)quinazolin-6-yl]oxy-phenyl]-3-fluoro-pyrrolidine-1-sulfonamide hydrochloride